rac-methyl 7-ethoxy-2-((1S,2R)-2-fluorocyclopropyl)imidazo[1,2-a]pyridine-6-carboxylate C(C)OC1=CC=2N(C=C1C(=O)OC)C=C(N2)[C@H]2[C@@H](C2)F |r|